FC1=C(C=CC(=C1)OC)NC=1N(C(C=C2CCN(C(C12)=O)OCCO)=O)C 8-((2-fluoro-4-methoxyphenyl)amino)-2-(2-hydroxyethoxy)-7-methyl-3,4-dihydro-2,7-naphthyridine-1,6(2h,7h)-dione